(3-methoxyphenyl)acetic acid ethyl ester C(C)OC(CC1=CC(=CC=C1)OC)=O